sodium stearyl alaninate N[C@@H](C)C(=O)OCCCCCCCCCCCCCCCCCC.[Na]